copper ethyne hydrate O.C#C.[Cu]